ClC1=CC2=C(N(C(N=C2N2[C@H](CN(CC2)C(COC2=C(C(=CC=C2)F)F)=O)C)=O)C=2C(=NC=CC2C)C(C)C)N=C1C1=C(C=CC=C1)F (S)-6-chloro-4-(4-(2-(2,3-difluorophenoxy)acetyl)-2-methylpiperazin-1-yl)-7-(2-fluorophenyl)-1-(2-isopropyl-4-methylpyridin-3-yl)pyrido[2,3-d]pyrimidin-2(1H)-one